4-(3-(4-hydroxyphenyl)-4,4-dimethyl-5-oxo-2-thioxoimidazolidin-1-yl)-2-(trifluoromethyl)benzonitrile OC1=CC=C(C=C1)N1C(N(C(C1(C)C)=O)C1=CC(=C(C#N)C=C1)C(F)(F)F)=S